5-(4-(2-(4-((1r,3r)-3-((2-(4-(dimethylamino)phenyl)benzo[d]thiazol-6-yl)oxy)cyclobutoxy)piperidin-1-yl)ethyl)piperazin-1-yl)-2-(2,6-dioxopiperidin-3-yl)isoindoline-1,3-dione CN(C1=CC=C(C=C1)C=1SC2=C(N1)C=CC(=C2)OC2CC(C2)OC2CCN(CC2)CCN2CCN(CC2)C=2C=C1C(N(C(C1=CC2)=O)C2C(NC(CC2)=O)=O)=O)C